N[C@H](C(=O)O)CC1=CNC2=C(C=CC=C12)C1=NC=C(C=C1)C(N)=O (S)-2-amino-3-(7-(5-carbamoylpyridin-2-yl)-1H-indol-3-yl)propanoic acid